CN1CCN(CC1)C(C)C1=CC2=C(C(C=3C(=NSN3)C2=O)=O)S1 6-(1-(4-methylpiperazin-1-yl)ethyl)thieno[2',3':4,5]benzo[1,2-c][1,2,5]thiadiazole-4,8-dione